tetrasodium 4-amino-6-[[4-[4-[(8-amino-1-hydroxy-5,7-disulfonatonaphthalen-2-yl)diazenyl]-3-methylphenyl]-2-methylphenyl]diazenyl]-5-hydroxynaphthalene-1,3-disulfonate NC1=C(C=C(C2=CC=C(C(=C12)O)N=NC1=C(C=C(C=C1)C1=CC(=C(C=C1)N=NC1=C(C2=C(C(=CC(=C2C=C1)S(=O)(=O)[O-])S(=O)(=O)[O-])N)O)C)C)S(=O)(=O)[O-])S(=O)(=O)[O-].[Na+].[Na+].[Na+].[Na+]